COC(C1=C(N=CC(=C1)C1=CC=C(C=C1)[C@]12CN(C[C@@H]2C1)C1CCOCC1)N)=O 2-amino-5-(4-((1S,5R)-3-(tetrahydro-2H-pyran-4-yl)-3-azabicyclo[3.1.0]hex-1-yl)phenyl)nicotinic acid methyl ester